C(N)(=O)C=1C=C(C=CC1)CN1C2=C(C=CC=C2C=2CCCC(C12)OCCCCC)C(=O)O 9-[(3-carbamoylphenyl)methyl]-1-(pentoxy)-2,3,4,9-tetrahydro-1H-carbazole-8-carboxylic acid